CC(=CCO)CCC=C(C)C (trans)-3,7-Dimethyl-2,6-octadien-1-ol